N-{3-(cyanocarbonylcarbonyl)-7-[(dimethylamino)methyl]-6-hydroxy-1-benzothien-2-yl}acetamide hydrochloride Cl.C(#N)C(=O)C(=O)C1=C(SC2=C1C=CC(=C2CN(C)C)O)NC(C)=O